nitrogen monooxide [N]=O